4-isobutyl-2-(methylamino)-6-(4-(pyridazin-3-ylmethyl)piperazin-1-yl)benzonitrile C(C(C)C)C1=CC(=C(C#N)C(=C1)N1CCN(CC1)CC=1N=NC=CC1)NC